N-(3-chloro-5-(methylsulfonamido)phenyl)-1-methyl-5-(pyrimidin-2-yl)-1H-pyrrole-3-carboxamide ClC=1C=C(C=C(C1)NS(=O)(=O)C)NC(=O)C1=CN(C(=C1)C1=NC=CC=N1)C